C1N(CC2=CC=CC=C12)CC=1OC=C(C(C1)=O)OCC1CCN(CC1)S(=O)(=O)C(C)C 2-(isoindolin-2-ylmethyl)-5-((1-(isopropylsulfonyl)piperidin-4-yl)methoxy)-4H-pyran-4-one